2-(4-phenoxyphenyl)-4,5,6,7-tetrahydropyrazolo[1,5-a]pyrimidine-3-formamide O(C1=CC=CC=C1)C1=CC=C(C=C1)C1=NN2C(NCCC2)=C1C(=O)N